5-((2,3-dichlorophenyl)thio)-6-methyl-N-(pyrrolidin-3-ylmethyl)pyrazin-2-amine ClC1=C(C=CC=C1Cl)SC=1N=CC(=NC1C)NCC1CNCC1